3-(2-acetoxyl-ethyl)-1,1-dimethyl-7-sulfobenzo[E]indole O(C(=O)C)CCN1CC(C=2C3=C(C=CC12)C=C(C=C3)S(=O)(=O)O)(C)C